2-(2-(2-(4-((tert-butoxycarbonyl)amino)piperidin-1-yl)thiazole-4-carboxamido)-3-((tert-butyldimethylsilyl)oxy)propanamido)acrylic acid C(C)(C)(C)OC(=O)NC1CCN(CC1)C=1SC=C(N1)C(=O)NC(C(=O)NC(C(=O)O)=C)CO[Si](C)(C)C(C)(C)C